CCCCC/C=C\\C[C@H]1[C@@H](O1)/C=C/[C@H](C/C=C\\CCCC(=O)[O-])O The molecule is a hepoxilin A3 anion that is the conjugate base of (8S)-hepoxilin A3, obtained by deprotonation of the carboxylic acid group; major species at pH 7.3. It is a conjugate base of an (8S)-hepoxilin A3.